Tert-butyl (R)-4-(6-benzyl-4-cyano-3-(4-methylpiperazin-1-yl)-5,6,7,8-tetrahydro-2,6-naphthyridin-1-yl)-3-methylpiperazine-1-carboxylate C(C1=CC=CC=C1)N1CC=2C(=C(N=C(C2CC1)N1[C@@H](CN(CC1)C(=O)OC(C)(C)C)C)N1CCN(CC1)C)C#N